DIHYDROPYRIMIDINOISOCHINOLINONE C1(NCNC=2C=CC=3C=CN=CC3C21)=O